C1(=CC=CC=C1)C1CCN(CC1)C1=C(C=O)C=CC=C1 2-(4-phenylpiperidin-1-yl)benzaldehyde